ClC=1C=C2C(C(=C(NC2=CC1OC)C)C1=CC=C(C=C1)OC1=CC=C(C=C1)OC(F)(F)F)=O 6-chloro-7-methoxy-2-methyl-3-{4-[4-(trifluoromethoxy)phenoxy]phenyl}quinolin-4(1H)-one